N-methoxy-N,3-dimethyl-2-[3-(trifluoromethyl)anilino]benzamide CON(C(C1=C(C(=CC=C1)C)NC1=CC(=CC=C1)C(F)(F)F)=O)C